6-Chloro-7-methoxy-2-methyl-3-(4'-methyl-[1,1'-biphenyl]-4-yl)quinolin-4(1H)-one ClC=1C=C2C(C(=C(NC2=CC1OC)C)C1=CC=C(C=C1)C1=CC=C(C=C1)C)=O